(S)-7-(2-oxo-2-(4-(5-(trifluoromethyl)pyrimidin-2-yl)piperazin-1-yl)ethyl)(trifluoromethyl)-2,5,6,7-tetrahydro-3H-cyclopenta[c]pyridazin-3-one O=C(C[C@@H]1CCC=2C1=NN(C(C2)=O)C(F)(F)F)N2CCN(CC2)C2=NC=C(C=N2)C(F)(F)F